FC1=CC=C(C=2C3C(C(NC12)=O)C3)O 4-fluoro-7-hydroxy-1,1a,3,7b-tetrahydro-2H-cyclopropa[C]quinolin-2-one